tert-butyl ((S)-5-((4-((1-(tert-butyl)-3-((1S,3R)-3-((tert-butyldimethylsilyl)oxy)cyclopentyl)-1H-pyrazol-5-yl)amino)-5-fluoropyridin-2-yl)oxy)pentan-2-yl)carbamate C(C)(C)(C)N1N=C(C=C1NC1=CC(=NC=C1F)OCCC[C@H](C)NC(OC(C)(C)C)=O)[C@@H]1C[C@@H](CC1)O[Si](C)(C)C(C)(C)C